S1N=C(C2=C1C=CC=C2)N2CCN(CC2)C(=O)C=2C=CC1=C(NC(CO1)=O)C2 6-[4-(1,2-benzothiazol-3-yl)piperazine-1-carbonyl]-4H-1,4-benzoxazin-3-one